di-tertiary butyl-dichlorosilane C(C)(C)(C)[Si](Cl)(Cl)C(C)(C)C